C(C1=CC=CC=C1)NC1=C(N=CC2=C(C=CC=C12)Br)C(=O)OC Methyl 4-(benzylamino)-8-bromoisoquinoline-3-carboxylate